C(#N)C=1C=C(C=CC1)C=1N=C(SC1C1=CC(=NC(=C1)C)C)NC(=O)N1CC(C1)N(C)C N-[4-(3-Cyanophenyl)-5-(2,6-dimethyl-4-pyridyl)thiazol-2-yl]-3-(dimethylamino)azetidin-1-carboxamid